C(#N)C1=C(C=CC(=C1)N1C[C@H](CC1)C)NC(C1=C(C=CC(=C1)[N+](=O)[O-])SC1=NN=CN1C)=O N-{2-cyano-4-[(3S)-3-methylpyrrolidin-1-yl]phenyl}-2-[(4-methyl-4H-1,2,4-triazol-3-yl)sulfanyl]-5-nitrobenzamide